tert-butyl-(3S)-3-[[4-[6-cyano-7-methylsulfonyl-1-(2-trimethylsilylethoxymethyl)indol-3-yl]-5-propyl-pyrimidin-2-yl]amino]piperidine C(C)(C)(C)N1C[C@H](CCC1)NC1=NC=C(C(=N1)C1=CN(C2=C(C(=CC=C12)C#N)S(=O)(=O)C)COCC[Si](C)(C)C)CCC